tetradecylammonium hydrogensulfate S(=O)(=O)(O)[O-].C(CCCCCCCCCCCCC)[NH3+]